2-ethoxyethyl 2,3-dimethylpiperidine-1-carboxylate CC1N(CCCC1C)C(=O)OCCOCC